C(C1=CC(C(=O)[O-])=CC=C1)(=O)OCC(O)CC(CCCC)CC 2-ethylhexyl(2-hydroxyethyl) isophthalate